3-((6'-(2H-tetrazol-5-yl)-[1,1':3',1''-terphenyl]-4-yl)methyl)-2-ethyl-1,3-diazaspiro[4.4]non-1-en-4-one N=1NN=NC1C1=CC=C(C=C1C1=CC=C(C=C1)CN1C(=NC2(C1=O)CCCC2)CC)C2=CC=CC=C2